C(C)OC1=C(C(=CC=C1C1CCN(CC1)C)N)N 3-(ethoxy)-4-(1-methylpiperidin-4-yl)benzene-1,2-diamine